C(C)(=O)N1CC[C@@H]2N(C([C@H](C1)NC(=O)C=1NC3=CC=C(C=C3C1)C(F)(F)P(O)(O)=O)=O)[C@@H](CC2)C(=O)N2CC1=CC=C(C=C1CC2)Cl ((2-(((5S,8S,10aR)-3-acetyl-8-(6-chloro-1,2,3,4-tetrahydroisoquinoline-2-carbonyl)-6-oxodecahydropyrrolo[1,2-a][1,5]diazocin-5-yl)carbamoyl)-1H-indol-5-yl)difluoromethyl)phosphonic acid